Cl.C(C)C=1C(NC2=CC(=CC=C2N1)CN1CCNCC1)=O 3-ethyl-7-[(piperazin-1-yl)methyl]-1,2-dihydroquinoxalin-2-one hydrochloride salt